2-{2-[3-(tert-butoxy)-3-oxopropoxy]ethoxy}acetic acid C(C)(C)(C)OC(CCOCCOCC(=O)O)=O